2-(hydroxymethyl)-1-(1-(cis-4-isopropylcyclohexyl)piperidin-4-yl)-1H-indole-3-carboxamide OCC=1N(C2=CC=CC=C2C1C(=O)N)C1CCN(CC1)[C@@H]1CC[C@@H](CC1)C(C)C